C1(CC1)CN1CCC(CC1)C=1SC2=C(N1)C(=C(N2)C=2C(=C(C=1N(C2)N=CN1)C)C)C(C)C 2-(1-(cyclopropylmethyl)piperidin-4-yl)-5-(7,8-dimethyl-[1,2,4]triazolo[1,5-a]pyridin-6-yl)-6-isopropyl-4H-pyrrolo[3,2-d]thiazole